(S)-1-(2-amino-2-oxoethyl)-N-(3-chloro-4-fluorophenyl)-N-methyl-3-(6-methyl-4-(trifluoromethyl)-pyridin-2-yl)-2-oxoimidazolidine-4-carboxamide NC(CN1C(N([C@@H](C1)C(=O)N(C)C1=CC(=C(C=C1)F)Cl)C1=NC(=CC(=C1)C(F)(F)F)C)=O)=O